BrC1=CC=C(C=C1)[C@H](CC(=O)O)NC(=O)OC(C)(C)C (S)-3-(4-bromophenyl)-3-((tert-butoxycarbonyl)amino)-propionic acid